3-[[6-chloro-4-(methylsulfanylmethyl)-2-pyridyl]oxy]propan-1-ol ClC1=CC(=CC(=N1)OCCCO)CSC